BrC1=CC=C(C2=NN(N=C21)CCCCCCCC)Br 4,7-dibromo-2-(octyl)-2H-benzotriazole